NC1C(C(CCC1)N)N 1,2,3-triaminocyclohexane